C1(CCCCC1)C(=O)OCN aminomethyl cyclohexanoate